[Na+].C(=O)([O-])C(O)C(O)C(=O)[O-].[K+].[Na+] sodium potassium tartrate, sodium salt